CC=1C(NC(NC1C)=O)=O 5,6-dimethylpyrimidine-2,4(1H,3H)-dione